2,4-Diamino-6-vinyl-1,3,5-triazin NC1=NC(=NC(=N1)N)C=C